C(C1=CC=CC=C1)N1C(N(/C(/C1=O)=C/C1=C(C=C(C=C1)N(C)CCO)OC)C)=S (E)-3-benzyl-5-(4-((2-hydroxyethyl)(methyl)amino)-2-methoxybenzylidene)-1-methyl-2-thioxoimidazol-4-one